2-hydroxy-N-(1-trityl-1H-imidazol-4-yl)propanamide OC(C(=O)NC=1N=CN(C1)C(C1=CC=CC=C1)(C1=CC=CC=C1)C1=CC=CC=C1)C